[CH-]1C(=CC=C1)C(=O)O.[CH-]1C=CC=C1.[Fe+2] 2-ferrocenecarboxylic acid